FC(C(CC)NSC(C)(C)C)F N-(1,1-difluorobutan-2-yl)-2-methylpropane-2-sulfenamide